5-(3-ethyl-2-(2-methylpyridin-4-yl)-1H-indole-5-carbonyl)hexahydropyrrolo[3,4-c]pyrrole-2(1H)-carboxylic acid tert-butyl ester C(C)(C)(C)OC(=O)N1CC2CN(CC2C1)C(=O)C=1C=C2C(=C(NC2=CC1)C1=CC(=NC=C1)C)CC